4-[(1S,3S)-2,2-dimethyl-3-(5-phenyl-1,3,4-thiadiazol-2-yl)cyclopropyl]benzenesulfonamide CC1([C@H]([C@@H]1C=1SC(=NN1)C1=CC=CC=C1)C1=CC=C(C=C1)S(=O)(=O)N)C